C(CCCCC)NC1=CC=C(C(=O)O)C=C1 4-(N-hexylamino)benzoic acid